4-(4-(3,5-dichlorophenyl)but-3-yn-1-yl)benzonitrile ClC=1C=C(C=C(C1)Cl)C#CCCC1=CC=C(C#N)C=C1